3-(2,4-dioxo-1,3-diazinan-1-yl)-4-fluorobenzoic acid O=C1N(CCC(N1)=O)C=1C=C(C(=O)O)C=CC1F